N6-benzyloxypyridine-2,6-dicarboxamide C(C1=CC=CC=C1)ONC(=O)C1=CC=CC(=N1)C(=O)N